2-hydroxy-benzonitrile monohydrochloride Cl.OC1=C(C#N)C=CC=C1